ClC1=C(C=C2C=C(N=CC2=C1)NC(=O)[C@H]1[C@H]([C@@H]1C=1C=NN(C1)C)CC)C1CCN(CC1)[C@@]1(COC[C@@H]1F)C (1S,2S,3S)-N-(7-chloro-6-(1-((3R,4R)-4-fluoro-3-methyltetrahydrofuran-3-yl)piperidin-4-yl)isoquinolin-3-yl)-2-ethyl-3-(1-methyl-1H-pyrazol-4-yl)cyclopropane-1-carboxamide